Cl.NC1=C(N=CC(=N1)N1C[C@@H]2[C@H](C1)CC(C2)(N)C)C2=C(C(=CC=C2)C)Cl (3aR,5r,6aS)-2-(6-amino-5-(2-chloro-3-methylphenyl)pyrazin-2-yl)-5-methyl-octahydrocyclopenta[c]pyrrole-5-amine hydrochloride